ethyl 6-methyl-4-oxo-2-(trifluoromethyl)-5,6-dihydro-1H-pyrimidine-5-carboxylate CC1C(C(N=C(N1)C(F)(F)F)=O)C(=O)OCC